Pyrido[2,3-b]pyrazin N1=C2C(=NC=C1)N=CC=C2